Methyl 2-((2S)-2-((((2-(3-chlorobenzyl)cyclopentyl)oxy)carbonyl)amino)-3-cyclohexylpropanamido)-3-(2-oxo-8-oxa-1-azaspiro[4.5]decan-3-yl)propanoate ClC=1C=C(CC2C(CCC2)OC(=O)N[C@H](C(=O)NC(C(=O)OC)CC2C(NC3(C2)CCOCC3)=O)CC3CCCCC3)C=CC1